tert-butyl (4-bromo-2-chloro-6-fLuorobenzyl)carbamate BrC1=CC(=C(CNC(OC(C)(C)C)=O)C(=C1)F)Cl